COC=1C=C(C=CC1)C1NS(NC=C1C(=O)OCC)(=O)=O Ethyl 3-(3-methoxyphenyl)-3,6-dihydro-2H-1,2,6-thiadiazine-4-carboxylate 1,1-dioxide